N-(5-(benzyloxy)-3,4,6-trimethylpyridin-2-yl)-7-bromo-1H-indole-2-carboxamide C(C1=CC=CC=C1)OC=1C(=C(C(=NC1C)NC(=O)C=1NC2=C(C=CC=C2C1)Br)C)C